Tert-butyl 4-(3-hydroxyphenyl)-3,6-dihydro-2H-pyridine-1-carboxylate OC=1C=C(C=CC1)C=1CCN(CC1)C(=O)OC(C)(C)C